5-methyl-1-[6-[5-[(6-methylpyridazin-3-yl)amino]benzimidazol-1-yl]-3-[rac-(2R,4S)-4-fluoropyrrolidin-2-yl]pyridin-2-yl]pyrazole-3-carbonitrile CC1=CC(=NN1C1=NC(=CC=C1[C@@H]1NC[C@H](C1)F)N1C=NC2=C1C=CC(=C2)NC=2N=NC(=CC2)C)C#N |r|